4-(2-propenyl)benzoic acid C(C=C)C1=CC=C(C(=O)O)C=C1